ClC=1C=CC2=C(C1)C=1C(=CN(C(C1)=O)CC(=O)OC(C)(C)C)COC(C2)C(F)(F)F tert-Butyl [11-chloro-2-oxo-7-(trifluoromethyl)-7,8-dihydro-2H-[3]benzoxocino[5,6-c]pyridin-3(5H)-yl]acetate